C(C(C)C)N(C1=CC=C(C=C1)N)CC(C)C N,N-diisobutyl-p-phenylenediamine